C1(CCCC1)N(C(C(=O)OCC)=O)CC=O ethyl 2-(cyclopentyl(2-oxoethyl)amino)-2-oxoacetate